1-(2-aminoethyl)-N-[(3-fluoropyridin-2-yl)methyl]-3-(trifluoromethyl)-1H-pyrazole-4-carboxamide dihydrochloride Cl.Cl.NCCN1N=C(C(=C1)C(=O)NCC1=NC=CC=C1F)C(F)(F)F